1-(4-(8-chloro-6-fluoro-7-(5-methyl-1H-indazol-4-yl)-4-((1-methylpyrrolidin-2-yl)-methoxy)-1H-imidazo[4,5-c]quinolin-1-yl)piperidin-1-yl)prop-2-en-1-one ClC1=CC=2C3=C(C(=NC2C(=C1C1=C2C=NNC2=CC=C1C)F)OCC1N(CCC1)C)N=CN3C3CCN(CC3)C(C=C)=O